S1C(=NC2=C1C=CC=C2)NC2=C(C1=C(N=N2)N(CCC1)C=1SC(=C(N1)C(=O)O)CCCOC1=C(C=C(C=C1)C#CCN(C)CC)F)C 2-[3-(1,3-Benzothiazol-2-ylamino)-4-methyl-6,7-dihydro-5H-pyrido[2,3-c]pyridazin-8-yl]-5-[3-[4-[3-[ethyl(methyl)amino]prop-1-ynyl]-2-fluoro-phenoxy]propyl]thiazole-4-carboxylic acid